OC1=C(C=C(C=C1)C1OC2=CC(=CC(=C2C(C1)O)O)O)[O-] 2-hydroxy-5-(4,5,7-trihydroxy-3,4-dihydro-2H-chromen-2-yl)phenolate